6-Chloro-7-methoxy-1H-imidazo[4,5-c]pyridine ClC1=C(C2=C(C=N1)N=CN2)OC